N,N-dihydroxypropyl-p-toluidine ON(C1=C(C=C(C=C1)C)CCC)O